CC1=C(C=C(C=C1)C1=CC=C(C=C1)CCCN1CCN(CC1)C)N 4-Methyl-4'-(3-(4-methylpiperazin-1-yl)propyl)-[1,1'-biphenyl]-3-amine